(1S,2S)-2-((6-(4-((((R)-1-(2-chloropyridin-3-yl)ethoxy)carbonyl)amino)-3-methylisoxazol-5-yl)pyridin-3-yl)(methyl)carbamoyl)cyclohexane-1-carboxylic acid ClC1=NC=CC=C1[C@@H](C)OC(=O)NC=1C(=NOC1C1=CC=C(C=N1)N(C(=O)[C@@H]1[C@H](CCCC1)C(=O)O)C)C